FC=1C=C(C=C(C1)F)C1CC(C2=NN(C(N21)=O)C2=CC=C(C=C2)F)F 5-(3,5-difluorophenyl)-7-fluoro-2-(4-fluorophenyl)-2,5,6,7-tetrahydro-3H-pyrrolo[2,1-c][1,2,4]triazol-3-one